2-({3-[6-({[4-(2-methyl-2H-1,2,3-triazol-4-yl)phenyl]methyl}amino)pyrimidin-4-yl]imidazo[1,2-a]pyridin-7-yl}oxy)ethan-1-ol CN1N=CC(=N1)C1=CC=C(C=C1)CNC1=CC(=NC=N1)C1=CN=C2N1C=CC(=C2)OCCO